ClC1=CC=C(C=C1)C=1C(=C(C=CC1)NC(=O)C=1N=NN(C1)CC1=C(C=C(C=C1)Cl)Cl)S(=O)(=O)O N-((4-chlorophenyl)sulfophenyl)-1-(2,4-dichlorobenzyl)-1H-1,2,3-triazole-4-carboxamide